FC=1C=CC(=NC1)CN1[C@@H]2COC[C@H]1CN(C2)C2=CC=C(C=N2)C=2C=1N(C=C(N2)C=2C=NN(C2)C2CCC(CC2)=O)N=CC1C#N 4-[6-[(1S,5R)-9-[(5-fluoro-2-pyridyl)methyl]-3-oxa-7,9-diazabicyclo[3.3.1]nonan-7-yl]-3-pyridyl]-6-[1-(4-oxocyclohexyl)pyrazol-4-yl]pyrazolo[1,5-a]pyrazine-3-carbonitrile